N1=CC=C(C=C1)CNC1=CC=NC=2N1N=CC2 N-(pyridin-4-ylmethyl)pyrazolo[1,5-a]pyrimidin-7-amine